O=C1NNC=C1 3-oxo-2,3-dihydro-1H-pyrazole